tert-butyl N-(3-chloro-4,5,6,7-tetrahydrobenzothiophen-5-yl)-N-methyl-carbamate ClC1=CSC2=C1CC(CC2)N(C(OC(C)(C)C)=O)C